tert-butyl 4-(4-bromo-2,3-difluoro-phenyl)-3,6-dihydro-2H-pyridine-1-carboxylate BrC1=C(C(=C(C=C1)C=1CCN(CC1)C(=O)OC(C)(C)C)F)F